potassium 7-bromo-4-tert-butyl-N-[(4S)-3,4-dihydro-2H-1-benzopyran-4-yl]-6-methylpyrrolo[1,2-b]pyridazine-3-carboxylate BrC1=C(C=C2N1N(CC(=C2C(C)(C)C)C(=O)[O-])[C@H]2CCOC1=C2C=CC=C1)C.[K+]